((1s,4s)-4-mercaptocyclohexyl)carbamic acid tert-butyl ester C(C)(C)(C)OC(NC1CCC(CC1)S)=O